C1(=CC=CC=C1)S(=O)(=O)C=1SC=CN1 2-(benzenesulfonyl)thiazole